N-(1-methyl-3-(pyridin-2-yl)-1H-pyrazol-4-yl)-1',2',5',6'-tetrahydro-[2,3'-bipyridine]-6-carboxamide CN1N=C(C(=C1)NC(=O)C1=CC=CC(=N1)C=1CNCCC1)C1=NC=CC=C1